(E)-N-[2-(4,6-dihydroxy-2-methoxy-3-methyl-benzoyl)-3,4-dihydro-1H-isoquinolin-7-yl]-4-(dimethylamino)but-2-enamide OC1=C(C(=C(C(=O)N2CC3=CC(=CC=C3CC2)NC(\C=C\CN(C)C)=O)C(=C1)O)OC)C